C(C)(C)(C)C1N(CCC(C1)=CC1=C(C=CC=C1)C(F)(F)F)C(=O)O.C(CCC)C=1C(=C(C=CC1)OC)O butyl-HydroxyAnisol Tert-Butyl-4-[[2-(trifluoromethyl)phenyl]methylidene]piperidine-1-carboxylate